NCCOC=1C=C2CCC(C2=CC1)NCCCC1=CC=C(C=C1)N(C)C 5-(2-aminoethoxy)-N-{3-[4-(dimethylamino)phenyl]propyl}-2,3-dihydro-1H-inden-1-amine